2,4-diamino-3,5-dimethylthiotoluene NC1=C(C)C=C(C(=C1SC)N)SC